4,4,5,5-tetraphenyl-1,3,2-dioxaphosphorinane C1(=CC=CC=C1)C1(OPOCC1(C1=CC=CC=C1)C1=CC=CC=C1)C1=CC=CC=C1